FC=1C=CC(=C(C=O)C1)C(F)(F)F 5-fluoro-2-(trifluoromethyl)benzaldehyde